1-(4-fluorophenyl)-5-(trifluoromethyl)-1H-pyrazole-4-carboxylic acid FC1=CC=C(C=C1)N1N=CC(=C1C(F)(F)F)C(=O)O